C1(=CC=CC=C1)C1=NC(=NC(=N1)C1=CC=CC=C1)C1=CC=CC=2OC3=C(C21)C=C(C=C3)B3OC(C(O3)(C)C)(C)C 2,4-diphenyl-6-[8-(4,4,5,5-tetramethyl-1,3,2-dioxaborolan-2-yl)dibenzoFuran-1-yl]-1,3,5-triazine